C(C)(C)N1N=C(N=C1[C@@H]1C[C@H](CC1)N1CC2(CS(C2)(=O)=O)CC1)C=1C=NC(=CC1)C(F)(F)F 6-((1S,3S)-3-(1-isopropyl-3-(6-(trifluoromethyl)pyridin-3-yl)-1H-1,2,4-triazol-5-yl)cyclopentyl)-2-thia-6-azaspiro[3.4]octane 2,2-dioxide